FC=1C=C(C=C(C1)F)C=1NN=C2C(N(CCC21)C(=O)OC(C)(C)C)C tert-butyl 3-(3,5-difluorophenyl)-7-methyl-2,4,5,7-tetrahydro-6H-pyrazolo[3,4-c]pyridine-6-carboxylate